C1(=CC=C(C=C1)C1=NN(C=N1)S(=O)(=O)C1=CC=C(C=C1)C(=O)N1CCN(CC1)C1=C(C=CC=C1)OC)C1=CC=CC=C1 (4-((3-([1,1'-biphenyl]-4-yl)-1H-1,2,4-triazol-1-yl)sulfonyl)phenyl)(4-(2-methoxy-phenyl)piperazin-1-yl)methanone